4-(3-Amino-5-(1H-pyrrolo[2,3-b]pyridin-4-yl)-1H-indazol-7-yl)-2-methylbut-3-yn-2-ol NC1=NNC2=C(C=C(C=C12)C1=C2C(=NC=C1)NC=C2)C#CC(C)(O)C